NC1=NC=2C(=CC=CC2C=2N1N=C(N2)CC[S@@](=O)(=N)C2CC2)OC |o1:16| (S or R)-(2-(5-amino-7-methoxy-[1,2,4]triazolo[1,5-c]quinazolin-2-yl)ethyl)(cyclopropyl)(imino)-λ6-sulfanone